C1(CCC1)N1C(=NC2=C1C=C(C=C2)N2N=CN=C2)C=2N(C(C(=C(N2)C(=O)OC)OC)=O)C methyl 2-[1-cyclobutyl-6-(1H-1,2,4-triazol-1-yl)-1H-1,3-benzodiazol-2-yl]-5-methoxy-1-methyl-6-oxo-1,6-dihydropyrimidine-4-carboxylate